CC1=C(C(=CC(=C1OB(O)O)C)C)C1=CC=CC=C1 (2,4,6-trimethyl-[1,1'-biphenyl]-3-yl)boric acid